F[C@@H]1C[C@@]2(CCCN2C1)COC1=NC2=C(C(=CC=C2C(=N1)N1CCOCC(C1)(O)C)C1=CC(=CC2=CC=C(C(=C12)C#C)F)O)F 4-(2-{[(2r,7as)-2-fluoro-hexahydro-1H-pyrrolizin-7a-yl]methoxy}-7-(8-ethynyl-7-fluoro-3-hydroxynaphthalen-1-yl)-8-fluoroquinazolin-4-yl)-6-methyl-1,4-oxazepan-6-ol